2-(2-chloro-4-phenylpyridin-3-yl)-4,4-dimethyl-3,4,6,7-tetrahydropyrano[3,4-d]imidazole ClC1=NC=CC(=C1C1=NC2=C(N1)C(OCC2)(C)C)C2=CC=CC=C2